NC1=NC=CC2=C1C(=NN2C(C)C)C2=NOC(=C2C(=O)N)C2CC2 3-(4-amino-1-isopropyl-1H-pyrazolo[4,3-c]pyridin-3-yl)-5-cyclopropylisoxazole-4-carboxamide